N-((4-isopropoxyphenyl)methyl-d2)-4-(1-(2,2,2-trifluoroethyl)-1H-pyrazol-4-yl)quinolin-8-amine C(C)(C)OC1=CC=C(C=C1)C(NC=1C=CC=C2C(=CC=NC12)C=1C=NN(C1)CC(F)(F)F)([2H])[2H]